BrC=1C(=C2C(=NC1)N=C(N2)C2=C(N(C(=C2)C)C=2C=C(C=CC2C)C(C(=O)N)N2CCN(CC2)C)C)NC2=CC(=CC=C2)S(N)(=O)=O (3-(3-(6-bromo-7-((3-sulfamoylphenyl)amino)-1H-imidazo[4,5-b]pyridin-2-yl)-2,5-dimethyl-1H-pyrrol-1-yl)-4-methylphenyl)-2-(4-methylpiperazin-1-yl)acetamide